C1(CC1)CNC1(CN(C1)C1=NC=C(C=C1C#N)C1=NNC2=CC=C(C=C12)O[C@H](C)C1=C(C=NC=C1Cl)Cl)C [3-(cyclopropylmethylamino)-3-methyl-azetidin-1-yl]-5-[5-[(1R)-1-(3,5-dichloro-4-pyridinyl)ethoxy]-1H-indazol-3-yl]pyridine-3-carbonitrile